C(C)N1C(=CC=2C1=NC=CC2)C=O 1-ethyl-1H-pyrrolo[2,3-b]pyridine-2-carbaldehyde